O[C@@H]1[C@@H](COC1)N1C=NC2=C(C1=O)C=C(N=C2C=2C=NN(C2)C)C=2C=NC(=CC2)C(F)(F)F 3-((3R,4R)-4-hydroxytetrahydrofuran-3-yl)-8-(1-methyl-1H-pyrazol-4-yl)-6-(6-(trifluoromethyl)pyridin-3-yl)pyrido[3,4-d]pyrimidin-4(3H)-one